cyclohexylaminomethyl-triethoxysilane C1(CCCCC1)NC[Si](OCC)(OCC)OCC